2-fluoro-3-(2-(4-((methoxycarbonyl)amino)-2,5-dimethylphenyl)-2-oxoethyl)benzoic acid FC1=C(C(=O)O)C=CC=C1CC(=O)C1=C(C=C(C(=C1)C)NC(=O)OC)C